N-(4-(ethylsulfonyl)benzyl)pyrimidine-5-carboxamide C(C)S(=O)(=O)C1=CC=C(CNC(=O)C=2C=NC=NC2)C=C1